(S)-N-(5-(3,5-dimethylisoxazol-4-yl)-2-nitrophenyl)-5-oxopyrrolidine-2-carboxamide CC1=NOC(=C1C=1C=CC(=C(C1)NC(=O)[C@H]1NC(CC1)=O)[N+](=O)[O-])C